(2r,3s)-3-methylpiperidine-2-carboxylic acid C[C@@H]1[C@@H](NCCC1)C(=O)O